4-amino-1-((2R,3R,4R,5R)-4-hydroxy-5-(hydroxylmethyl)-3-(trifluoromethoxy)-tetrahydrofuran-2-yl)pyrimidin-2(1H)-one NC1=NC(N(C=C1)[C@@H]1O[C@@H]([C@H]([C@H]1OC(F)(F)F)O)CO)=O